CC(C)N=C(N)/N=C(\N)/NC1=CC=C(C=C1)Cl.Cl Chloroguanidine hydrochloride